C(C)(C)(C)[S@@](=O)N[C@H](C)C1=CC=C(S1)C1=C(CN(C(OC(C)(C)C)=O)C)C=CC=C1 tert-butyl (2-(5-((R)-1-(((R)-tert-butylsulfinyl)amino)ethyl)thiophen-2-yl)benzyl)(methyl)carbamate